C(=O)C1=C(C=NC(=C1O)C)COC1=C(OP(=O)=NCC(=O)OC(C)C)C=CC=C1 Isopropyl 2-(((4-formyl-5-hydroxy-6-methylpyridin-3-yl)methoxy)(phenoxy)phosphorylamino)acetate